C(C=C)(=O)OCCN(CC)CC N,N-diethyl-2-aminoethyl acrylate